C=CCCCCCCCCCCCCCCCCCC eicos-1-ene